CC1=CC=CC(=C1C(=O)NC=1C=C(C=C(C1)NC(C1=C(C=CC=C1C)[N+](=O)[O-])=O)C(F)(F)F)[N+](=O)[O-] 3,5-Bis(6-methyl-2-nitrobenzamido)benzotrifluoride